C1(=CC=CC=C1)C(=[Hf](C1C2=CC(=CC=C2C=2C=CC(=CC12)C(C)(C)C)C(C)(C)C)C1C=CC=C1)CCCC=C (phenyl)(pent-4-en-1-yl)methylene(cyclopentadienyl)(2,7-di-t-butylfluoren-9-yl)hafnium